(S)-Methyl 2-(5-amino-6,7-dihydro-5H-cyclopenta[b]pyridin-5-yl)acetate N[C@@]1(CCC2=NC=CC=C21)CC(=O)OC